FC=1C(=C(C2=C(C(=CCCC2)B2OC(C(O2)(C)C)(C)C)C1)F)C(=O)OC methyl 2,4-difluoro-9-(4,4,5,5-tetramethyl-1,3,2-dioxaborolan-2-yl)-6,7-dihydro-5H-benzo[7]annulene-3-carboxylate